C1=CC(=CC2=NC3=C(C=CC(=C3)N)C=C21)N.Cl.Cl The molecule is a hydrochloride resulting from the reaction of 3,6-diaminoacridine with 2 mol eq. of hydrogen chloride. It has a role as an antibacterial agent, an antiseptic drug, a carcinogenic agent and an intercalator. It contains a 3,6-diaminoacridine(2+).